trans-3-(aminomethyl)-7-[4-[6-chloro-4-[difluoro(3-oxabicyclo[3.1.0]hexan-6-yl)methyl]-2-pyridyl]piperazin-1-yl]sulfonyl-3a,4-dihydro-3H-oxazolo[4,3-c][1,4]benzoxazin-1-one NC[C@@H]1OC(N2[C@@H]1COC1=C2C=CC(=C1)S(=O)(=O)N1CCN(CC1)C1=NC(=CC(=C1)C(C1C2COCC12)(F)F)Cl)=O